C(C)(C)(C)OC(=O)N1CC[C@@](CCC1)(C(=O)O)C |r| rac-1-(tert-butoxycarbonyl)-4-methylazepane-4-carboxylic acid